P(=O)([O-])([O-])[O-].[Al+2].[NH4+] monoammonium aluminum phosphate